O=C1C(NCCC1)C(=O)O 3-OXO-PIPERIDINE-2-CARBOXYLIC ACID